The molecule is a peptide anion obtained by deprotonation of both carboxy groups and protonation of the glutamyl amino group of gamma-Glu-Met. Major species at pH 7.3. It has a role as a human metabolite. It is a conjugate base of a gamma-Glu-Met. CSCC[C@@H](C(=O)[O-])NC(=O)CC[C@@H](C(=O)[O-])[NH3+]